SC(C)(O)C1=CC=CC=C1 mercaptophenyl-1-ethanol